BrC1=C(C=CC=C1)SCC(=O)O [(2-bromophenyl)thio]acetic acid